(R)-5-amino-1-(4-((6-amino-9H-purin-9-yl)methyl)-6-(3,4-difluorophenyl)pyridin-3-yl)piperidin-2-one N[C@@H]1CCC(N(C1)C=1C=NC(=CC1CN1C2=NC=NC(=C2N=C1)N)C1=CC(=C(C=C1)F)F)=O